1-((R)-2-((R)-2-((R)-2-((R)-2-amino-3-phenylpropanamido)-3-phenylpropanamido)-4-methylpentanamido)-6-(((S)-2,3-dihydroxypropyl)amino)hexanoyl)piperidin-4-carboxylic acid N[C@@H](C(=O)N[C@@H](C(=O)N[C@@H](C(=O)N[C@@H](C(=O)N1CCC(CC1)C(=O)O)CCCCNC[C@@H](CO)O)CC(C)C)CC1=CC=CC=C1)CC1=CC=CC=C1